O1COC2=CC3=C(C=CCO3)C=C21 6H-1,3-dioxolo[4,5-g][1]benzopyran